N,N-dibutyl-N-hexylammonium C(CCC)[NH+](CCCCCC)CCCC